COC=1C=C(CN(C2=CC=C(C=C2)CN2CCN(CC2)C)CC2=CC(=CC=C2)N2CCCC2)C=CC1 N-(3-methoxybenzyl)-4-((4-methylpiperazin-1-yl)methyl)-N-(3-(pyrrolidin-1-yl)benzyl)aniline